ClC1=CC=C2CC[C@@H](CC2=C1)N1[C@@H](C[C@@H](C1)COC1=CC=C(C=C1)S(=O)(=O)CCCS(=O)(=O)C)C (2R,4S)-1-[(2S)-7-chloro-1,2,3,4-tetrahydronaphthalen-2-yl]-4-{[4-(3-methanesulfonylpropanesulfonyl)phenoxy]methyl}-2-methylpyrrolidine